6-chloro-N-(5-(2-(4-(trifluoromethyl)phenoxy)ethyl)-1H-indol-3-yl)pyridine-2-sulfonamide ClC1=CC=CC(=N1)S(=O)(=O)NC1=CNC2=CC=C(C=C12)CCOC1=CC=C(C=C1)C(F)(F)F